Triphenyl phosphite P(OC1=CC=CC=C1)(OC1=CC=CC=C1)OC1=CC=CC=C1